FC(OC1=NC=CC(=C1)CNC(=O)NC1C(C12CCC2)(F)F)F 1-[[2-(difluoromethoxy)pyridin-4-yl]methyl]-3-(2,2-difluorospiro[2.3]hexan-1-yl)urea